2-(2,3-Dichloro-4-fluorobenzylidene)hydrazinecarboximidamide ClC1=C(C=NNC(N)=N)C=CC(=C1Cl)F